N-hydroxy-4-((5-(trifluoromethyl)pyridin-2-yl)oxy)benzimidamide ONC(C1=CC=C(C=C1)OC1=NC=C(C=C1)C(F)(F)F)=N